C(C)NCCCCCCCCCCCCN N-ethyldodecane-1,12-diamine